CC1=CC(=NN1)NC1=NC(=NC(=C1)C=1C=NN(C1)C)NC1CC2CCCC(C1)N2C(CNC)=O 1-((3-Exo)-3-((4-((5-methyl-1H-pyrazol-3-yl)amino)-6-(1-methyl-1H-pyrazol-4-yl)pyrimidin-2-yl)amino)-9-azabicyclo[3.3.1]nonan-9-yl)-2-(methylamino)ethan-1-one